NC1=NC=CC(=N1)C(=O)N[C@@H]1CNC[C@H]1NC(C1=CC=C(C=C1)C(C1=C(C=C(C=C1)C)O)=O)=O 2-amino-N-[(3R,4R)-4-[4-(2-hydroxy-4-methylbenzoyl)benzamido]pyrrolidin-3-yl]pyrimidine-4-carboxamide